CN(CCC(=O)NN)C 3-(dimethylamino)propionyl-hydrazine